[1-[(1R)-1-[(1R,2R)-2-[(6,8-difluoro-2,2-dimethyl-chroman-4-yl)carbamoyl]cyclopropyl]-3-methoxy-propyl]-4,4-dimethyl-6-oxo-hexahydropyrimidin-2-ylidene]ammonium FC=1C=C2C(CC(OC2=C(C1)F)(C)C)NC(=O)[C@H]1[C@@H](C1)[C@@H](CCOC)N1C(NC(CC1=O)(C)C)=[NH2+]